CC=1C(C2=CC=3C(=C(C(C3C=C2C1C)=O)C)C)=O 2,3,6,7-tetramethyl-s-indacene-1,5-dione